1-(allyloxy)-3-(3-butyn-1-oxy)-2-propanol dichlorophosphate P(=O)(Cl)(Cl)OC(COCC=C)COCCC#C